thiaisatoic anhydride S12C(=O)OC(NC1C=CC=C2)=O